FC=1C(=C(C=C(C1)F)[C@@H]1C2=C(NC(=C1C(=O)OC)CF)CCC2=O)[C@H](C)F |o1:24| methyl (R)-4-(3,5-difluoro-2-((S or R)-1-fluoroethyl) phenyl)-2-(fluoromethyl)-5-oxo-4,5,6,7-tetrahydro-1H-cyclopenta[b]pyridine-3-carboxylate